2-[4-fluoro-3-(trifluoromethyl)phenoxy]-2-methyl-propionic acid methyl ester COC(C(C)(C)OC1=CC(=C(C=C1)F)C(F)(F)F)=O